NC=1C2=C(N=CN1)N(C(=C2C2=CC=C(C=C2)N2N=CC(=C2)C(F)(F)F)C2=CC=C(C=C2)NC(C(=C)C)=O)C N-(4-(4-amino-7-methyl-5-(4-(4-(trifluoromethyl)-1H-pyrazol-1-yl)phenyl)-7H-pyrrolo[2,3-d]pyrimidin-6-yl)phenyl)methacrylamide